ClC1=C(C=C(C(=O)N2CCC(CC2)N2CCN(CC2)C(=O)OC(C)(C)C)C=C1)N1C(NC(CC1)=O)=O Tert-butyl 4-(1-(4-chloro-3-(2,4-dioxotetrahydropyrimidin-1(2H)-yl)benzoyl)piperidin-4-yl)piperazine-1-carboxylate